C1(CCCCC1)P(C=1C=C(C=CC1)C1=C(C=CC=C1OC(C)C)OC(C)C)C1CCCCC1 dicyclohexyl-(2',6'-diisopropyloxy-[1,1'-biphenyl]-3-yl)phosphine